NC=1N=C(SC1C(C1=CC=C(C=C1)OCCO)=O)N(C1=CC=C(C=C1)F)[C@@H](C(=O)N)C |r| Rac-2-(N-[4-amino-5-[4-(2-hydroxyethoxy)benzoyl]thiazol-2-yl]-4-fluoro-anilino)propanamide